CN(C1=C(C(=O)NC(C)C2=CC(=CC=C2)C=2OC=CC2)C=C(C=C1)[N+](=O)[O-])C 2-(dimethylamino)-N-(1-(3-(furan-2-yl)phenyl)ethyl)-5-nitrobenzamide